(S)-N-((5-carbamimidoylthiophen-2-yl)methyl)-7-((4-phenoxybutanoyl)glycyl)-1,4-dioxa-7-azaspiro[4.4]nonane-8-carboxamide C(N)(=N)C1=CC=C(S1)CNC(=O)[C@H]1N(CC2(OCCO2)C1)C(CNC(CCCOC1=CC=CC=C1)=O)=O